triethylphosphate-ethylenediamine C(CN)N.C(C)OP(=O)(OCC)OCC